diazo-methane [N+](=[N-])=C